O1C=C(C2=C1C=CC=C2)C[C@H](NC(=O)[C@@H]2C[C@H]1CC[C@@H]2O1)B(O)O [(1R)-2-(benzofuran-3-yl)-1-[[(1R,3R,4S)-7-oxabicyclo[2.2.1]heptane-3-carbonyl]amino]ethyl]boronic acid